[Fe](Cl)Cl.N1=CC=CC2=CC=C3C=CC=NC3=C12 1,10-phenanthroline iron dichloride